C(C)(=O)N1C(CC(C1)C1=CC(=C(C=C1)OC(F)F)OC(C)C)C(=O)NCC1=C(C=CC=C1)OCC 1-acetyl-4-(4-(difluoromethoxy)-3-isopropoxyphenyl)-N-(2-ethoxybenzyl)pyrrolidine-2-carboxamide